CC(CCl)=C 2-methylallylchloride